C(N)(=N)C=1C=C(SC1)CNC(=O)[C@H]1N(CCC1)C(COCC1=CC=C(C=C1)OC1=CC=CC=C1)=O (2S)-N-[(4-carbamimidoylthiophen-2-yl)methyl]-1-{2-[(4-phenoxyphenyl)methoxy]acetyl}pyrrolidine-2-carboxamide